BrC1=CC=CC2=C1C(=NO2)C2=C(C=CC=C2)[C@H](CC2=NC=CC=C2)N[S@@](=O)C(C)(C)C (S)-N-{(S)-1-[2-(4-Bromobenzo[d]isoxazol-3-yl)phenyl]-2-(pyridine-2-yl)ethyl}-2-methylpropane-2-sulfinamide